N1=CC=C(C=C1)CN(C(CCCC(=O)N(CC=1SC=CC1)CC=1SC=CC1)=O)CC1=CC=NC=C1 N,N-bis(pyridin-4-ylmethyl)-N',N'-bis(2-thienylmethyl)pentanediamide